(R)-4-amino-7-fluoro-N-methyl-N-(7-(1-(trifluoromethyl)-1H-pyrazol-4-yl)chroman-4-yl)imidazo[1,5-a]quinoxaline-8-carboxamide NC=1C=2N(C3=CC(=C(C=C3N1)F)C(=O)N([C@@H]1CCOC3=CC(=CC=C13)C=1C=NN(C1)C(F)(F)F)C)C=NC2